C([2H])([2H])([2H])CC(C)N (methyl-d3)propan-2-amine